FC=1C=CC2=C(N(C=N2)C2CC(C2)C=O)C1 (3-(6-fluoro-1H-benzo[d]imidazol-1-yl)cyclobutyl)methanone